SC(C(C)(CC)O)O 1-mercapto-2-ethyl-1,2-propylene glycol